C(C)N(CCCC[C@H](NC([C@@H](NC(CCCCCN1N=NC(=C1)C=1C=NC(=NC1)S(=O)(=O)C)=O)C(C)C)=O)C(=O)O)CC N6,N6-diethyl-N2-((6-(4-(2-(methylsulfonyl)pyrimidin-5-yl)-1H-1,2,3-triazol-1-yl)hexanoyl)-L-valyl)-L-lysine